FC(OC1CCC(CC1)NC(=O)C1=NC(=NC=C1C1CCOCC1)C1=CN=CN1C)F N-((1r,4r)-4-(difluoromethoxy)cyclohexyl)-2-(1-methyl-1H-imidazol-5-yl)(tetrahydro-2H-pyran-4-yl)pyrimidine-4-carboxamide